COC1C(CN(C2=CC=CN=C12)S(=O)(=O)C1=CC=C(C)C=C1)(C)C 4-methoxy-3,3-dimethyl-1-tosyl-1,2,3,4-tetrahydro-1,5-naphthyridine